CN(C(/C=C/CC[C@H](C(=O)NC1=CN=CN(C1=O)CC1=NC2=C(N1CC(C)(C)C)C=CC(=C2)F)CN(C([O-])=O)C)=O)C (S,E)-7-(Dimethylamino)-1-((1-((5-fluoro-1-neopentyl-1H-benzo[d]imidazol-2-yl)methyl)-6-oxo-1,6-dihydropyrimidin-5-yl)amino)-1,7-dioxohept-5-en-2-yl-dimethylcarbamat